C(C)(C)(C)N1C=NC2=C1C=C(C=C2)OC2=C(C=C(N)C=C2Cl)Cl 4-((1-(tert-butyl)-1H-benzo[d]imidazol-6-yl)oxy)-3,5-dichloroaniline